N-[4-[(E)-3-(3,4-Dihydroxyphenyl)prop-2-enoyl]phenyl]-3-fluorobenzenesulfonamide OC=1C=C(C=CC1O)/C=C/C(=O)C1=CC=C(C=C1)NS(=O)(=O)C1=CC(=CC=C1)F